Pentafluorophenylurea FC1=C(C(=C(C(=C1NC(=O)N)F)F)F)F